C(C)OC([C@@H](NC(=O)OC(C)(C)C)CSC1C2(CCC(C1)C2(C)C)C)=O.N2N=CC=C2C=2C=CC=NC2 5-(1H-Pyrazol-5-yl)pyridin ethyl-N-(tert-butoxycarbonyl)-S-(1,7,7-trimethylbicyclo[2.2.1]heptan-2-yl)cysteinate